FC(C(=O)O)(F)F.C(C1=CC=CC=C1)N1CCN(CC1)[C@@H]1C[C@@H](CC1)N (1R,3S)-3-(4-benzylpiperazin-1-yl)cyclopentan-1-amine trifluoroacetate